[Pd+2].ClCC1=CCCC=CCC1 Chloromethyl(1,5-cyclooctadiene) palladium(II)